NC(C)(C)C1=CC(=NC(=C1)CC1=CC=C(C=C1)F)C(CNC(=O)C1=CC(=NN1C)N1N=CC=C1)(C)O N-(2-(4-(2-aminopropan-2-yl)-6-(4-fluorobenzyl)pyridin-2-yl)-2-hydroxypropyl)-1'-methyl-1'H-[1,3'-bipyrazole]-5'-carboxamide